C(C)(C)C1=CC(=NN1)C(=O)N1C[C@H]2C([C@H]2C1)C1=NOC(=C1C1=NC=CC=C1)C (5-isopropyl-1H-pyrazol-3-yl)[(1R,5S,6r)-6-[5-methyl-4-(2-pyridinyl)-1,2-oxazol-3-yl]-3-azabicyclo[3.1.0]hex-3-yl]methanone